2-{[(3R)-3-(1H-Indazol-3-yl)piperidin-1-yl]methyl}phenol N1N=C(C2=CC=CC=C12)[C@H]1CN(CCC1)CC1=C(C=CC=C1)O